FC1=C(C=CC(=C1)F)C1=NC(=NC2=NC(=C(N=C12)C)C)N1C[C@@H](OCC1)C1=CC(=NC=C1)C 4-(2,4-difluorophenyl)-6,7-dimethyl-2-((2S)-2-(2-methyl-4-pyridinyl)-4-morpholinyl)pteridine